C[C@H]1[C@@H]([C@H](C[C@@H](O1)O[C@H]2C[C@@](CC3=C2C(=C4C(=C3O)C(=O)C5=C(C4=O)C(=CC=C5)OC)O)(C(=O)CO)O)[NH3+])O The molecule is an anthracycline cation resulting from the protonation of the amino group of 4'-epidoxorubicin. It derives from a doxorubicin. It is a conjugate base of a 4'-epidoxorubicin.